FC=1C=CC(=C(C1)CC(=O)NC=1C=C(C(=O)NC2(COCC2)CO)C=CC1)O 3-[[2-(5-Fluoro-2-hydroxy-phenyl)acetyl]amino]-N-[3-(hydroxymethyl)tetrahydrofuran-3-yl]benzamide